2-(2-Methylpentan-3-yl)benzene-1,3-diol CC(C)C(CC)C1=C(C=CC=C1O)O